C[Bi]1O[Bi](O[Bi](O1)C)C 2,4,6-trimethyl-1,3,5,2,4,6-trioxatribismane